CN1C2=C(N(C3=C(C1=O)C=CC=C3)C)N=C(N=C2)NC2=C(C=C(C=C2)N2CCC(CC2)C(=O)N)OCC 1-(4-((5,11-dimethyl-6-oxo-6,11-dihydro-5H-benzo[e]pyrimido[5,4-b][1,4]diazepin-2-yl)amino)-3-ethoxyphenyl)piperidine-4-carboxamide